O1CCC(CC1)C=1C=C(SC1)C1(CC1)C=1NC(C2=C(N1)CCNC2)=O 2-(1-(4-(tetrahydro-2H-pyran-4-yl)thiophen-2-yl)cyclopropyl)-5,6,7,8-tetrahydropyrido[4,3-d]pyrimidin-4(3H)-one